NC1=C2C(=NC=N1)N(C(N(C2)C2=CC=C(C=C2)OC2=CC=CC=C2)=O)C2CCC(CC2)N2CCN(CC2)C 5-amino-1-(4-(4-methylpiperazin-1-yl)cyclohexyl)-3-(4-phenoxyphenyl)-3,4-dihydropyrimido[4,5-d]pyrimidin-2(1H)-one